2-(3-((4-amino-6-chloro-1H-pyrazolo[3,4-d]pyrimidin-1-yl)methyl)-5-fluorophenyl)ethan-1-ol NC1=C2C(=NC(=N1)Cl)N(N=C2)CC=2C=C(C=C(C2)F)CCO